ClC=1C=C2C(=NC1)[C@]1([C@@](O2)([C@@H]([C@H](C1=O)C(=O)N(C)C)C1=CC=CC=C1)C1=CC=C(C=C1)C#N)O |r| rac-(5aR,6S,7R,8aR)-3-chloro-5a-(4-cyanophenyl)-8a-hydroxy-N,N-dimethyl-8-oxo-6-phenyl-5a,7,8,8a-tetrahydro-6H-cyclopenta[4,5]furo[3,2-b]pyridine-7-carboxamide